OC[C@@H]1[C@H]([C@@H]([C@H]2N=C(S[C@H]2O1)CCC)O)O (3aR,5R,6S,7R,7aR)-3a,6,7,7a-Tetrahydro-5-(hydroxymethyl)-2-propyl-5H-pyrano[3,2-d]thiazole-6,7-diol